(E)-4-(2-(6-(2-(3-methylbenzylidene)hydrazinyl)-2-morpholino-9H-purin-9-yl)acetyl)benzonitrile CC=1C=C(\C=N\NC2=C3N=CN(C3=NC(=N2)N2CCOCC2)CC(=O)C2=CC=C(C#N)C=C2)C=CC1